(1S,3S,4S)-N-[(1S)-1-cyano-2-[(3R)-2-oxopyrrolidin-3-yl]ethyl]-2-[(2R)-3-cyclobutyl-2-[(2,2,2-trifluoroacetyl)amino]propanoyl]-5,5-difluoro-2-azabicyclo[2.2.2]octane-3-carboxamide C(#N)[C@H](C[C@@H]1C(NCC1)=O)NC(=O)[C@H]1N([C@@H]2CC([C@H]1CC2)(F)F)C([C@@H](CC2CCC2)NC(C(F)(F)F)=O)=O